(7-((2S,5R)-4-(1-(benzo[d]thiazol-2-yl)ethyl)-2,5-diethylpiperazin-1-yl)-4-methyl-5-oxo-4,5-dihydro-2H-pyrazolo[4,3-b]pyridin-2-yl)acetonitrile S1C(=NC2=C1C=CC=C2)C(C)N2C[C@@H](N(C[C@H]2CC)C=2C=1C(N(C(C2)=O)C)=CN(N1)CC#N)CC